NC=1C=C(C=CC1)C1=NN2C(=NC=3C=CC=CC3C2=N1)N[C@H]1C(NCCNC1)=O (6R)-6-{[2-(3-aminophenyl)[1,2,4]triazolo[1,5-c]quinazolin-5-yl]amino}-1,4-diazepan-5-one